ClC1=C(CN2CC3(CC2)CCN(CC3)C(=O)N3N=C(C=C3)C(=O)O)C=CC(=C1)C(F)(F)F 1-(2-(2-chloro-4-(trifluoromethyl)benzyl)-2,8-diazaspiro[4.5]decane-8-carbonyl)-1H-pyrazole-3-carboxylic acid